O1N=C(C=C1)[C@@H]1CN(C(C=2N(C1)N=C1C2CN([C@@H](C1)C)C(=O)OC(C)(C)C)=O)C |o1:5| (3R,8R*)-tert-butyl 8-(isoxazol-3-yl)-3,10-dimethyl-11-oxo-3,4,8,9,10,11-hexahydro-1H-pyrido[4',3':3,4]-pyrazolo[1,5-a][1,4]diazepine-2(7H)-carboxylate